C1(=CC=CC=C1)C(CCCCCCCCCCCSP([S-])[O-])C1=CC=CC=C1 diphenyllauryldithiophosphite